5-[1-(5-amino-2-pyridyl)-3-(trifluoromethyl)pyrazol-4-yl]-N-[3-chloro-4-[3-[[(2S,4R)-4-hydroxyprolyl]amino]propylcarbamoyl]phenyl]-1-methyl-imidazole-2-carboxamide NC=1C=CC(=NC1)N1N=C(C(=C1)C1=CN=C(N1C)C(=O)NC1=CC(=C(C=C1)C(NCCCNC([C@H]1NC[C@@H](C1)O)=O)=O)Cl)C(F)(F)F